C1(CCCCC1)NC(=O)C=1N=C(OC1)C1C(C2CCC1O2)CC=CCCC(=O)O 6-[3-[4-[(cyclohexylamino)-carbonyl]-2-oxazolyl]-7-oxabicyclo[2.2.1]hept-2-yl]-4-hexenoic acid